NC1=C(C=C(C(=C1)OC)N)OC 1,4-Diamino-2,5-dimethoxybenzene